BrC1(C(SC=C1)C=1SC=CC1)Br 3,3-dibromo-2,2-bithiophene